rac-4-nitrobenzyl ((1R,2R,3R,4S)-3-isopropylbicyclo[2.2.1]heptan-2-yl)carbamate C(C)(C)[C@H]1[C@@H]([C@@H]2CC[C@H]1C2)NC(OCC2=CC=C(C=C2)[N+](=O)[O-])=O |r|